1-[4-(4-fluorophenyl)-7-hydroxy-3-tetrahydropyran-4-yl-2-quinolyl]pyrrolidine-3-carboxylic acid FC1=CC=C(C=C1)C1=C(C(=NC2=CC(=CC=C12)O)N1CC(CC1)C(=O)O)C1CCOCC1